Butyl 1-bromo-4-hydroxy-7-phenoxyisoquinoline-3-carboxylate BrC1=NC(=C(C2=CC=C(C=C12)OC1=CC=CC=C1)O)C(=O)OCCCC